2-(2,6-dioxopiperidine-3-yl)-4,5-difluoroisoindoline-1,3-dione O=C1NC(CCC1N1C(C2=CC=C(C(=C2C1=O)F)F)=O)=O